methyl-1,4-benzodioxin-2-carboxylate COC(=O)C1=COC2=C(O1)C=CC=C2